C1(=CC=CC=C1)N(C(C=CC1=CC2=C(C=C1)OCO2)=O)C2=CC=CC=C2 3,4-methylenedioxycinnamic acid-N,N-di-phenylamide